N1C=CC2=CC(=CC=C12)OC=1C=C(C(=O)NN)C=CC1[N+](=O)[O-] 3-((1H-indol-5-yl)oxy)-4-nitrobenzohydrazide